C12(CC(C1)C2)NC(=O)C2=NC(=C(C(=N2)Cl)C)N2CCC(CC2)OC=2C=NC(=CC2)OC N-(bicyclo[1.1.1]pentan-1-yl)-4-chloro-6-(4-((6-methoxypyridin-3-yl)oxy)piperidin-1-yl)-5-methylpyrimidine-2-carboxamide